CC(C(C(=O)O)N1N=CC(=C1)C)C 3-methyl-2-(4-methyl-1H-pyrazol-1-yl)butanoic acid